5'-(1-(2-fluorophenyl)-1H-pyrazol-4-yl)-6-methoxy-1'-methyl-[3,4'-bipyridin]-2'(1'H)-one FC1=C(C=CC=C1)N1N=CC(=C1)C=1C(=CC(N(C1)C)=O)C=1C=NC(=CC1)OC